(2R,3R)-N-(2-Amino-3-fluoro-4-((4-(trifluoromethyl)benzyl)amino)phenyl)-2,3-difluorodecanamid NC1=C(C=CC(=C1F)NCC1=CC=C(C=C1)C(F)(F)F)NC([C@H]([C@@H](CCCCCCC)F)F)=O